CC1=CC=C(C=C1)S(=O)(=O)NC=1C=C(C(=O)OC)C=CC1 methyl 3-{[(4-methylphenyl) sulfonyl]amino}benzoate